COC1=CC=C(C=C1)C1CC(=NN1C(CC)=O)C1=C(C2=C(NC1=O)SC=C2)C 5-(5-(4-methoxyphenyl)-1-propionyl-4,5-dihydro-1H-pyrazol-3-yl)-4-methylthieno[2,3-b]pyridin-6(7H)-one